(αs)-α,3,5-trifluoro-phenylpropionic acid F[C@@](C(=O)O)(C)C1=CC(=CC(=C1)F)F